NC1=C(C=C(C(=O)OC)C=C1)NC methyl 4-amino-3-(methylamino)benzoate